1-(2-chloropyrimidin-4-yl)-3-(2,5-dimethylphenyl)-1H-pyrazole-4-carbaldehyde ClC1=NC=CC(=N1)N1N=C(C(=C1)C=O)C1=C(C=CC(=C1)C)C